CC=1C=C(C(=O)NC(CC2=CC=CC=C2)C)C=C(C1)NC1=NN2C(=CC3=C(C2=O)N=CS3)S1 3-methyl-5-((5-oxo-5H-[1,3,4]thiadiazolo[3,2-a]thiazolo[5,4-d]pyridin-2-yl)amino)-N-(1-phenylpropan-2-yl)benzamide